CC1=NC(=CC=C1N1N=NC(=C1)C(=O)NCC=1SC(=NN1)C1=C(C=CC=C1)C)C 1-(2,6-dimethylpyridin-3-yl)-N-((5-(o-tolyl)-1,3,4-thiadiazol-2-yl)methyl)-1H-1,2,3-triazole-4-carboxamide